C(C)(C)(C)OC(=O)N1C(CCCC1)N1N=CC(=C1)C=1C=NC(=C(C1)C=1OC(=NN1)C1=CC=C(C=C1)F)N (4-(6-amino-5-(5-(4-fluorophenyl)-1,3,4-oxadiazol-2-yl)pyridin-3-yl)-1H-pyrazol-1-yl)piperidine-1-carboxylic acid tert-butyl ester